5-amino-2-((3-fluorobenzyl)oxy)benzonitrile NC=1C=CC(=C(C#N)C1)OCC1=CC(=CC=C1)F